OC1CC(CN(CC1)C(=O)OC(C)(C)C)C(=O)OCC 1-tert-butyl 3-ethyl 5-hydroxyazepane-1,3-Dicarboxylate